(S)-4-((1-cyclopropyl-2,2-difluoro-3-hydroxypropyl)amino)-1-isopropyl-6-nitroquinolin-2(1H)-one C1(CC1)[C@@H](C(CO)(F)F)NC1=CC(N(C2=CC=C(C=C12)[N+](=O)[O-])C(C)C)=O